(S)-2-isopropoxy-2-oxo-1-phenylethyl 3-oxobutanoate O=C(CC(=O)O[C@H](C(=O)OC(C)C)C1=CC=CC=C1)C